(S)-5-methyl-N-(3-(1-((7-(1-methyl-1H-pyrazol-4-yl)quinoxalin-2-yl)amino)ethyl)phenyl)nicotinamide CC=1C=NC=C(C(=O)NC2=CC(=CC=C2)[C@H](C)NC2=NC3=CC(=CC=C3N=C2)C=2C=NN(C2)C)C1